(3,5-dichloro-4-((5-methoxy-4-oxo-3,4-dihydro-phthalazin-1-yl)oxy)phenyl)-2,4-dioxo-1,2,3,4-tetrahydropyrimidine-5-carbonitrile ClC=1C=C(C=C(C1OC1=NNC(C2=C(C=CC=C12)OC)=O)Cl)N1C(NC(C(=C1)C#N)=O)=O